C=1C2=C(OCC1)C=CC1=CC=CC=C12 3H-naphtho[2,1-b]pyran